C(C(=C)C)(=O)OCCC[Si](OC)(OC)OC γ-Methacryloyloxy-propyltrimethoxy-silan